C(C)(C)(C)OC(=O)N1CCN(CC1)C(C(=O)[O-])COC.[Li+] lithium 2-(4-(tert-butoxycarbonyl) piperazin-1-yl)-3-methoxypropionate